ClC=1C=C(C=CC1)C(NC(=O)[C@@H]1CNC(C1)=O)C1=CC(=CC=C1)OC(F)F (3S)-N-((3-chlorophenyl)(3-(difluoromethoxy)phenyl)methyl)-5-oxopyrrolidine-3-carboxamide